C(C)OC1=NC=CC=C1C1=CC(=C2C(=N1)C=NN2C(C)C)NCC=2C=NN(C2)C 5-(2-ethoxy-3-pyridinyl)-1-isopropyl-N-[(1-methylpyrazol-4-yl)methyl]pyrazolo[4,3-b]pyridin-7-amine